(S)-4-methyl-5-(5-(6-methylpyridin-3-yl)-1-propionyl-4,5-dihydro-1H-pyrazol-3-yl)thieno[2,3-b]pyridin-6(7H)-one CC=1C2=C(NC(C1C1=NN([C@@H](C1)C=1C=NC(=CC1)C)C(CC)=O)=O)SC=C2